[Cl-].CCCCCCC Heptane chloride